[Si](C)(C)(C(C)(C)C)OC=1C=CC=2C3CCC4(C(CCC4[C@@H]3CCC2C1)(O)C(C=O)C)C ((R)-3-((tert-butyldimethylsilyl)oxy)-17-hydroxy-13-methyl-7,8,9,11,12,13,14,15,16,17-decahydro-6H-cyclopenta[a]phenanthren-17-yl)propanal